N[C@@H](CC1=CC=CC=C1)C(=O)N[C@@H](CCC(N)=O)C(=O)NCC(=O)O L-phenylalanyl-L-glutaminylglycine